t-Butyldimethyl-((1-nitrobut-2-yl)oxy)silane C(C)(C)(C)[Si](OC(C[N+](=O)[O-])CC)(C)C